CC1=CC=C(COC(C(=O)OCC2=CC=C(C=C2)C)=O)C=C1 oxalic acid di(p-methylbenzyl) ester